2-(cyclopropylmethyl)-7-(4-(difluoromethoxy)phenyl)-5-(2-methyl-2H-indazol-5-yl)-2,7-dihydro-6H-pyrazolo[3,4-b]pyridin-6-one C1(CC1)CN1N=C2N(C(C(=CC2=C1)C1=CC2=CN(N=C2C=C1)C)=O)C1=CC=C(C=C1)OC(F)F